ClC1=CC=CC=2C=NSC21 7-chlorobenzo[d]isothiazole